isopropyl trans-N-[4-[5-[2-(ethylsulfamoyl)-4-[(6-isopropylpyrimidin-4-yl)amino]phenyl]thiazol-2-yl]cyclohexyl]carbamate C(C)NS(=O)(=O)C1=C(C=CC(=C1)NC1=NC=NC(=C1)C(C)C)C1=CN=C(S1)[C@@H]1CC[C@H](CC1)NC(OC(C)C)=O